C(C)(=O)C1=C(C=C(C=C1)Cl)C=1C(=NN(C(C1)=O)[C@H](C(=O)NC1=CC=C(C(=O)O)C=C1)CC1=CC=CC=C1)OCC (S)-4-(2-(4-(2-acetyl-5-chlorophenyl)-3-ethoxy-6-oxopyridazin-1(6H)-yl)-3-phenylpropionamido)benzoic acid